BrC=1C(=NC(=NC1)Cl)NC=1C=NC2=CC=CC(=C2C1)P(C)(C)=O (3-((5-bromo-2-chloropyrimidin-4-yl)amino)quinolin-5-yl)dimethylphosphine oxide